CN(C)[Hf](N(C)C)(N(C)C)N(C)C tetra(dimethylamino)hafnium